(2-cyclohexyl)Phenyl-2,4,6-triisopropylbiphenyl C1C(CCCC1)C=1C(=C(C(=C(C1C(C)C)C1=CC=CC=C1)C(C)C)C1=CC=CC=C1)C(C)C